S(=O)(=O)(OC)[O-].[NH4+].[NH4+].[NH4+].COS(=O)(=O)[O-].COS(=O)(=O)[O-] triammonium methyl sulfate